5',6'-Dihydrospiro[cyclopropane-1,4'-pyrrolo[1,2-b]pyrazol]-2'-amine N=1N2C(=CC1N)C1(CC2)CC1